ClC1=C(C=C2C(C(NC2=C1)=O)=C(C1=CC(=NO1)OC)O)C1=CC=C(C=C1)[C@@H]1OC[C@H](C1)O trans-6-chloro-3-[hydroxy-(3-methoxyisoxazol-5-yl)methylene]-5-[4-[(2R,4S)-4-hydroxytetrahydrofuran-2-yl]phenyl]indolin-2-one